3,3-bis(2-methoxymethoxy-phenyl)-acrylic acid methyl ester COC(C=C(C1=C(C=CC=C1)OCOC)C1=C(C=CC=C1)OCOC)=O